CO[Si](C1=CC=C(C=C1)C(=C)C1=CC=C(C=C1)[Si](OC)(OC)OC)(OC)OC 1,1-bis[4-(trimethoxysilyl)phenyl]ethylene